3-methyl-5-oxo-5H-thiazolo[3,2-a]pyridine-7-carboxylic acid CC1=CSC=2N1C(C=C(C2)C(=O)O)=O